3,5-dicyano-6-(4-methyl-1,4-diazepan-1-yl)-4-(methylsulfanyl)pyridine C(#N)C=1C=NC(=C(C1SC)C#N)N1CCN(CCC1)C